C(C1=CC=CC=C1)[N+](CC)(CC)CC benzyl-tri-ethylammonium